N1N=C1C1=CC=C(C=C1)N1CCC(CC1)OCC=1C(=NOC1C1CC1)C1=C(C=CC=C1Cl)Cl 4-(((1-(4-(1H-diazirin-3-yl)phenyl)piperidin-4-yl)oxy)methyl)-5-cyclopropyl-3-(2,6-dichlorophenyl)isoxazole